(S or R)-5-chloro-2-fluoro-4-({4-[(1,2,3,4-tetrahydroisoquinolin-3-ylmethyl)amino]butyl}amino)-N-1,3-thiazol-2-ylbenzenesulfonamide ClC=1C(=CC(=C(C1)S(=O)(=O)NC=1SC=CN1)F)NCCCCNC[C@H]1NCC2=CC=CC=C2C1 |o1:24|